5-(trifluoromethyl)benzo[d]Thiazole hydrochloride Cl.FC(C=1C=CC2=C(N=CS2)C1)(F)F